C(C)(=O)C1NC2(C(C3C1C(CN3CC(C)C)C2)CC(C)C)C(=O)NCC2=CC=CC=C2 4-acetyl-N-benzyl-1,7-diisobutyloctahydro-6H-3,6-methanopyrrolo[3,2-c]pyridine-6-carboxamide